5-(((Trans-3-(3-cyclopropyl-4-(1H-indol-1-yl)-1H-pyrazol-1-yl)cyclobutyl)methyl)amino)-2-(2,6-dioxopiperidin-3-yl)isoindoline-1,3-dione C1(CC1)C1=NN(C=C1N1C=CC2=CC=CC=C12)[C@@H]1C[C@H](C1)CNC=1C=C2C(N(C(C2=CC1)=O)C1C(NC(CC1)=O)=O)=O